4-[6-[4-(1-methylethoxy)phenyl]pyrazolo[1,5-a]pyrimidine-3-yl]-quinoline CC(C)OC1=CC=C(C=C1)C=1C=NC=2N(C1)N=CC2C2=CC=NC1=CC=CC=C21